2-({4-[2-(4-chloro-2-fluorophenyl)-2-methyl-1,3-benzodioxol-4-yl]piperidin-1-yl}methyl)-1-[(1-ethyl-1H-imidazol-5-yl)methyl]-1H-benzimidazole-6-carboxylic acid ammonium salt [NH4+].ClC1=CC(=C(C=C1)C1(OC2=C(O1)C=CC=C2C2CCN(CC2)CC2=NC1=C(N2CC2=CN=CN2CC)C=C(C=C1)C(=O)[O-])C)F